cyclopropyl-(phenyl)methanol C1(CC1)C(O)C1=CC=CC=C1